DIMETHYLSULFATE COS(=O)(=O)OC